1-[1-[4-[[tert-butyl(dimethyl)silyl]oxymethyl]cyclohexyl]-3-iodo-6,7-dihydro-4H-pyrazolo[4,3-c]pyridin-5-yl]ethanone [Si](C)(C)(C(C)(C)C)OCC1CCC(CC1)N1N=C(C=2CN(CCC21)C(C)=O)I